ClC=1C=C(C=2N(N1)C(=CN2)C(C)C)NCC2=C(C=C(C=C2)F)OC 6-chloro-N-(4-fluoro-2-methoxybenzyl)-3-isopropylimidazo[1,2-b]pyridazin-8-amine